C(C1=CC=CC=C1)OC1=C(C=C2C=NN(C2=C1F)C1=NC=C(N=C1)Br)F 6-(benzyloxy)-1-(5-bromopyrazin-2-yl)-5,7-difluoro-1H-indazole